C(C)C1=CC=CC2=C(C3=CC=CC=C3C(=C12)OC(=O)OCC)OC(=O)OCC 1-ethyl-9,10-bis(ethoxycarbonyloxy)anthracene